2-cyano-para-nitroaniline C(#N)C1=C(N)C=CC(=C1)[N+](=O)[O-]